BrC1=CC2=C(N=CN=C2N2CCOCC2)S1 4-(6-bromothieno[2,3-d]pyrimidin-4-yl)morpholine